ClC1=C(C(=CC=C1)Cl)C1CN(C1)C1=C(C=C(CN2CC(C2)(O)C)C=C1C)C (4-(3-(2,6-dichlorophenyl)azetidin-1-yl)-3,5-dimethylbenzyl)-3-methylazetidin-3-ol